2-(3-methoxy-4-nitrophenyl)-2,7-diazaspiro[3.5]nonane-7-carboxylic acid tert-butyl ester C(C)(C)(C)OC(=O)N1CCC2(CN(C2)C2=CC(=C(C=C2)[N+](=O)[O-])OC)CC1